N-(4-trifluoromethoxyphenyl)-3,5-difluorosalicylamide FC(OC1=CC=C(C=C1)NC(C=1C(O)=C(C=C(C1)F)F)=O)(F)F